7-(7H-pyrrolo[2,3-d]pyrimidin-4-yl)-3,4,4a,5,6,8-hexahydro-1H-2,7-naphthyridine-2-sulfonamide N1=CN=C(C2=C1NC=C2)N2CCC1CCN(CC1C2)S(=O)(=O)N